O(C1=CC=CC=C1)C(C(=O)Cl)C phenoxypropionic chloride